2-(4-(trifluoromethyl)-2-vinylimidazo[1,2-a][1,8]naphthyridin-8-yl)-1,3,4-oxadiazole FC(C=1C=2C=CC=3N(C2N=C(C1)C=C)C=C(N3)C=3OC=NN3)(F)F